allylvinyltrimethoxysilane C(C=C)C=C[Si](OC)(OC)OC